BrC1=C(C=CC=C1)CN1CCN(CC1)C1=CC=C(C(=O)O)C=C1 4-[4-[(2-bromophenyl)methyl]piperazine-1-yl]benzoic acid